5-amino-3-(4-bromophenyl)-1-(4-pyridyl)pyrazole-4-carbonitrile NC1=C(C(=NN1C1=CC=NC=C1)C1=CC=C(C=C1)Br)C#N